3-(4-((N,N-dimethylsulfamoyl)amino)phenyl)-5-((2-(2-methoxyethoxy)pyridin-4-yl)amino)-1H-pyrazole-4-carboxamide CN(S(=O)(=O)NC1=CC=C(C=C1)C1=NNC(=C1C(=O)N)NC1=CC(=NC=C1)OCCOC)C